5-chloro-2-fluoro-N-(thiazol-2-yl)benzenesulfonamide ClC=1C=CC(=C(C1)S(=O)(=O)NC=1SC=CN1)F